BrC=1C=2N(C=CC1)C=C(N2)COC2=CN=C(C=C2C=O)OC 5-((8-bromoimidazo[1,2-a]pyridin-2-yl)methoxy)-2-methoxyisonicotinaldehyde